FC=1C=C(C(=O)NC)C=C(C1)CN1C(C2=CC=C(C=C2C=C1)N1CCOCC1)=O 3-fluoro-N-methyl-5-((6-morpholino-1-oxoisoquinolin-2(1H)-yl)methyl)benzamide